6-bromo-7-chloro-thiazolo[3,2-a]pyrimidin-5-one BrC1=C(N=C2N(C1=O)C=CS2)Cl